ClC=1C=NN(C1C1=NC=C(C(=N1)NCC12COC(CC1)(CC2)C=2N(C=C(N2)C(F)(F)F)C)OC)C(C)C 2-(4-chloro-1-isopropyl-1H-pyrazol-5-yl)-5-methoxy-N-((1-(1-methyl-4-(trifluoromethyl)-1H-imidazol-2-yl)-2-oxabicyclo[2.2.2]oct-4-yl)methyl)pyrimidin-4-amine